OCC(C)C=1NC(C2=C(N1)C(=NC(=C2)C2=CC=C(C=C2)C(F)(F)F)C=2C=NC=CC2)=O (1-hydroxypropan-2-yl)-8-(pyridin-3-yl)-6-(4-(trifluoromethyl)phenyl)pyrido[3,4-d]pyrimidin-4(3H)-one